(S)-4-methoxy-2-((2-methyl-1-(5-phenyl-1,2,4-oxadiazol-3-yl)propyl)carbamoyl)pyridin-3-yl acetate C(C)(=O)OC=1C(=NC=CC1OC)C(N[C@@H](C(C)C)C1=NOC(=N1)C1=CC=CC=C1)=O